FC=1C=C2C(=NN(C2=CC1F)C1OCCCC1)C1=NC=2C=CNC(C2C=C1)=O 2-[5,6-difluoro-1-(oxan-2-yl)indazol-3-yl]-6H-1,6-naphthyridin-5-one